anti-syn-ethyl 3-(2-(4-chloro-3-fluorophenoxy)acetamido)bicyclo[3.1.0]hexane-6-carboxylate ClC1=C(C=C(OCC(=O)NC2CC3C(C3C2)C(=O)OCC)C=C1)F